BrC1=CC2=C(N=C(S2)NCC(OC)OC)C=C1 6-bromo-N-(2,2-dimethoxyethyl)benzo[d]thiazol-2-amine